The molecule is a 2-[(dimethylamino)methyl]-1-(3-methoxyphenyl)cyclohexanol in which both stereocentres have S-configuration; the (S,S)-enantiomer of the racemic opioid analgesic tramadol, it exhibits ten-fold lower analgesic potency than the (R,R)-enantiomer. It has a role as a delta-opioid receptor agonist, a kappa-opioid receptor agonist, a mu-opioid receptor agonist, an adrenergic uptake inhibitor, an antitussive, a capsaicin receptor antagonist, a muscarinic antagonist, a nicotinic antagonist, a NMDA receptor antagonist, an opioid analgesic, a serotonergic antagonist and a serotonin uptake inhibitor. It is a conjugate base of a (S,S)-tramadol(1+). It is an enantiomer of a (R,R)-tramadol. CN(C)C[C@@H]1CCCC[C@]1(C2=CC(=CC=C2)OC)O